methyl 3-((1-ethyl-1H-imidazol-5-yl)methyl)-2-oxo-2,3-dihydro-1H-benzo[d]imidazole-5-carboxylate C(C)N1C=NC=C1CN1C(NC2=C1C=C(C=C2)C(=O)OC)=O